Cl.CN(C)CC=1C=2C=C3C(=NC2C=CC1O)C1=CC2=C(C(N1C3)=O)COC([C@]2(O)CC)=O (S)-10-((dimethylamino)methyl)-4-ethyl-4,9-dihydroxy-1H-pyrano[3',4':6,7]indolizino[1,2-b]quinoline-3,14(4H,12H)-dione hydrochloride